2-((2S)-1-acryloyl-4-(8-fluoro-7-(2-methyl-2,3-dihydro-1H-inden-4-yl)-2-(((S)-1-methylpyrrolidin-2-yl)methoxy)pyridino[4,3-d]pyrimidin-4-yl)piperazin-2-yl)acetonitrile C(C=C)(=O)N1[C@H](CN(CC1)C=1C2=C(N=C(N1)OC[C@H]1N(CCC1)C)C(=C(N=C2)C2=C1CC(CC1=CC=C2)C)F)CC#N